OC=1C(=NC=CC1OC)C(=O)N[C@H](C(=O)OC(C)C1(CC1)C1=CC=C(C=C1)OC(F)(F)F)C 1-[1-[4-(trifluoromethoxy)phenyl]cyclopropyl]ethyl (2S)-2-[(3-hydroxy-4-methoxy-pyridine-2-carbonyl)amino]propanoate